O[C@@]1([C@@H](CC[C@H](C1)C)C(C)C)C(=O)NCCC1=C(C=CC=C1)OC (1s,2s,5r)-1-hydroxy-2-isopropyl-N-[2-(2-methoxyphenyl)ethyl]-5-methyl-cyclohexanecarboxamide